5-[6-(dimethylamino)-2,5-difluoro-3-pyridyl]-1-methyl-N-[3-methyl-4-(piperazine-1-carbonyl)phenyl]imidazole-2-carboxamide CN(C1=C(C=C(C(=N1)F)C1=CN=C(N1C)C(=O)NC1=CC(=C(C=C1)C(=O)N1CCNCC1)C)F)C